triarachidyl phosphite P(OCCCCCCCCCCCCCCCCCCCC)(OCCCCCCCCCCCCCCCCCCCC)OCCCCCCCCCCCCCCCCCCCC